3-(4-((3-(3,5-bis(trifluoromethyl)phenyl)-1-cyclopentyl-1H-indazol-6-yl)methoxy)phenyl)butanoic acid FC(C=1C=C(C=C(C1)C(F)(F)F)C1=NN(C2=CC(=CC=C12)COC1=CC=C(C=C1)C(CC(=O)O)C)C1CCCC1)(F)F